N-(4-amino-2H-pyrazolo[4,3-c]pyridin-7-yl)-N'-ethyl-N'-[[2-fluoro-4-(trifluoromethyl)phenyl]methyl]oxamide NC1=NC=C(C=2C1=CNN2)NC(=O)C(=O)N(CC2=C(C=C(C=C2)C(F)(F)F)F)CC